(1R,5S)-3-(7-bromo-2,8-difluoro-6-(trifluoromethyl)quinazolin-4-yl)-3,8-diazabicyclo[3.2.1]octane-8-carboxylic acid tert-butyl ester C(C)(C)(C)OC(=O)N1[C@H]2CN(C[C@@H]1CC2)C2=NC(=NC1=C(C(=C(C=C21)C(F)(F)F)Br)F)F